(1-Benzyltriazol-4-yl)-[4-(1-methylpyrazol-4-yl)-3,4-dihydro-1H-isoquinolin-2-yl]methanone C(C1=CC=CC=C1)N1N=NC(=C1)C(=O)N1CC2=CC=CC=C2C(C1)C=1C=NN(C1)C